5-(cis-bicyclo[4.1.0]heptan-3-yl)-2-(3-chlorophenyl)-4,5,6,7-tetrahydro-3H-imidazo[4,5-c]pyridine C12CC(CCC2C1)N1CC2=C(CC1)N=C(N2)C2=CC(=CC=C2)Cl